CC1(OC([C@@H](O1)CC(=O)O)=O)C (S)-2-(2,2-dimethyl-5-oxo-1,3-dioxolan-4-yl)acetic acid